ClC1=C(C=CC(=C1)F)C=1C(=NC(=NC1C)C)C1=C(C=CC(=C1)OC)Cl 5-(2-chloro-4-fluorophenyl)-4-(2-chloro-5-methoxyphenyl)-2,6-dimethylpyrimidine